tert-butyl (R)-3-(hydrazinocarbonyl)piperidine-1-carboxylate N(N)C(=O)[C@H]1CN(CCC1)C(=O)OC(C)(C)C